(pyrrolidin-1-ylmethyl)-3,4-dihydro-1H-[1,4]oxazine N1(CCCC1)CC1OC=CNC1